CC1=CC(=NC(=C1)N1CC(CC1)C(F)(F)F)C1=NN=CO1 5-(4-methyl-6-(3-(trifluoromethyl)pyrrolidin-1-yl)pyridin-2-yl)-1,3,4-oxadiazole